N-(4-cyclopropoxy-2-((2-(dimethylamino)ethyl)(methyl)amino)-5-((6-((2-(1-methyl-1H-pyrazol-3-yl)phenyl)amino)pyrimidin-4-yl)amino)phenyl)acrylamide C1(CC1)OC1=CC(=C(C=C1NC1=NC=NC(=C1)NC1=C(C=CC=C1)C1=NN(C=C1)C)NC(C=C)=O)N(C)CCN(C)C